5-(4-cyclopropyl-6-methoxypyrimidin-5-yl)-N-((4-(1-isopropyl-4-(trifluoromethyl)-1H-imidazol-2-yl)phenyl)methyl-d2)-2-methyl-2H-pyrazole C1(CC1)C1=NC=NC(=C1C1=CCN(N1C([2H])([2H])C1=CC=C(C=C1)C=1N(C=C(N1)C(F)(F)F)C(C)C)C)OC